O1CCC(CC1)CCOCCCCCCCC(=O)N 8-(2-(tetrahydro-2H-pyran-4-yl)ethoxy)octanamide